N-(3-((5-Chlorobenzo[b]thiophen-2-yl)ethynyl)-1-methyl-1H-pyrrolo[2,3-b]pyridin-5-yl)acrylamide ClC1=CC2=C(SC(=C2)C#CC2=CN(C3=NC=C(C=C32)NC(C=C)=O)C)C=C1